O=C1NC(CCC1NC1=CC=C(C=C1)C1CCN(CC1)CC(=O)O)=O 2-[4-[4-[(2,6-dioxo-3-piperidyl)amino]phenyl]-1-piperidyl]acetic acid